dimethyloctadecyl-[3-trimethylsilylpropyl]ammonium chloride [Cl-].C[N+](CCC[Si](C)(C)C)(CCCCCCCCCCCCCCCCCC)C